5-(3-(1-methyl-1H-pyrazol-4-yl)pyrazolo[1,5-a]pyridin-5-yl)-N-(trans-4-morpholinocyclohexyl)-7H-pyrrolo[2,3-d]pyrimidin-4-amine CN1N=CC(=C1)C=1C=NN2C1C=C(C=C2)C2=CNC=1N=CN=C(C12)N[C@@H]1CC[C@H](CC1)N1CCOCC1